C1(CCCCC1)C1=C(C=C(C=C1O)\C=C\C1=CC(=C(C=C1)F)F)O (E)-2-cyclohexyl-5-(3,4-difluorostyryl)-1,3-benzenediol